CCOC(=O)CN[C@H](C1CCCCC1)C(=O)N2CC[C@H]2C(=O)NCC3=CC=C(C=C3)/C(=N/O)/N The molecule is a member of the class of azetidines that is melagatran in which the carboxylic acid group has been converted to the corresponding ethyl ester and in which the amidine group has been converted into the corresponding amidoxime. A prodrug for melagatran, ximelagatran was the first orally available direct thrombin inhibitor to be brought to market as an anticoagulant, but was withdrawn in 2006 following reports of it causing liver damage. It has a role as an anticoagulant, a prodrug, an EC 3.4.21.5 (thrombin) inhibitor and a serine protease inhibitor. It is a member of azetidines, an amidoxime, a secondary amino compound, an ethyl ester, a carboxamide, a tertiary carboxamide and a secondary carboxamide. It derives from a melagatran. It is a tautomer of a ximelagatran (hydroxylamine form).